BrC1=CC=C(C(=N1)OC)NC(=O)[C@@H](CC(C)(C)C)NC(OC(C)(C)C)=O tert-Butyl N-[(1R)-1-[(6-bromo-2-methoxy-3-pyridyl)carbamoyl]-3,3-dimethyl-butyl]carbamate